5-{6-[2-(1-Chloro-naphthalen-2-yl)-ethylamino]-pyrimidin-4-yl}-3-ethoxy-thiophene ClC1=C(C=CC2=CC=CC=C12)CCNC1=CC(=NC=N1)C1=CC(=CS1)OCC